FC(C(=O)N1CC[C@@H]2[C@H]1CN(CC2)C(=O)OCC2=CC=CC=C2)(F)F (3aS,7aS)-Benzyl 1-(2,2,2-trifluoroacetyl)hexahydro-1H-pyrrolo[2,3-c]pyridine-6(2H)-carboxylate